C1(CCCCC1)CNC=1C2=C(N=C(N1)NC1=CC=C(C=C1)S(=O)(=O)C=C)NC=C2 N4-(cyclohexylmethyl)-N2-(4-(vinylsulfonyl)phenyl)-7H-pyrrolo[2,3-d]pyrimidine-2,4-diamine